2-(((3-butyl-7-methoxy-3-methyl-1,1-dioxido-5-phenyl-2,3,4,5-tetrahydro-1,2,5-benzothiadiazepin-8-yl)methyl)thio)acetic acid C(CCC)C1(NS(C2=C(N(C1)C1=CC=CC=C1)C=C(C(=C2)CSCC(=O)O)OC)(=O)=O)C